N12CCC(CC1)(CC2)CNC2=NN(C(=C2)C2=CC(=C(C#N)C=C2)F)C2=C(C=C(C=C2)N2CCS(CC2)(=O)=O)OC(F)F 4-{3-[{{1-azabicyclo-[2.2.2]octan-4-yl}meth-yl}amino]-1-[2-(di-fluoromethoxy)-4-(1,1-dioxo-1λ6-thiomorpholin-4-yl)phenyl]-1H-pyrazol-5-yl}-2-fluoro-benzonitrile